(4-chlorophenyl)-N-cyclopentyl-2-(pyridin-3-yl)pyrimidin-4-amine ClC1=CC=C(C=C1)C=1C(=NC(=NC1)C=1C=NC=CC1)NC1CCCC1